C(C)(C)(C)N(C(O)=O)[C@H]1C[C@H](CCC1)N1C(C2=CC(=CC=C2C1)[N+](=O)[O-])=O.CC=1OC(=CN1)C1=CC(=C2C=CC=NC2=C1)C1(CC1)C1=C(C(=O)N)C=CC=C1 (1-(7-(2-methyloxazol-5-yl)quinolin-5-yl)cyclopropyl)benzamide tert-butyl-((1R,3S)-3-(6-nitro-1-oxoisoindolin-2-yl)cyclohexyl)carbamate